CN1CCN(CC1)C=1C=C(C=CC1)SC1=C(N=NN1)C(=O)O 5-((3-(4-methylpiperazin-1-yl)phenyl)thio)-1H-1,2,3-triazole-4-carboxylic acid